(R)-6,7-dichloro-3-methyl-2-(1-(pyridin-2-ylmethyl)piperidin-3-yl)quinazolin-4(3H)-one ClC=1C=C2C(N(C(=NC2=CC1Cl)[C@H]1CN(CCC1)CC1=NC=CC=C1)C)=O